NC=1SC2=C(C1C#N)C1(CN(CC1)C1=NC(=NC(=N1)N1C[C@](CCC1)(C)O)OCC1(CC1)CN1CCOCC1)CCC2 2-amino-1'-[4-[(3R)-3-hydroxy-3-methyl-1-piperidyl]-6-[[1-(morpholinomethyl)cyclopropyl]methoxy]-1,3,5-triazin-2-yl]spiro[6,7-dihydro-5H-benzothiophene-4,3'-pyrrolidine]-3-carbonitrile